3-(3-amino-3-carboxyl-propyl)uridine NC(CCN1C(N([C@H]2[C@H](O)[C@H](O)[C@@H](CO)O2)C=CC1=O)=O)C(=O)O